6,7-dimethoxy-1-(2-(1-(2-(methanesulfonyl)ethyl)-1H-indol-3-yl)ethyl)-2-((Tetrahydro-2H-pyran-4-yl)methyl)-1,2,3,4-tetrahydroisoquinoline COC=1C=C2CCN(C(C2=CC1OC)CCC1=CN(C2=CC=CC=C12)CCS(=O)(=O)C)CC1CCOCC1